NC1=C(N=CC(=N1)N1CCC2(C(C3CCCN3C2)N)CC1)SC1=C(C(=NC=C1)N)Cl 1-(6-amino-5-((2-amino-3-chloropyridin-4-yl)thio)pyrazin-2-yl)tetrahydro-1'H,3'H-spiro[piperidine-4,2'-pyrrolizin]-1'-amine